(R)-N-(4-(3-((5-chloro-4-methoxypyrimidin-2-yl)amino)piperidine-1-carbonyl)thiazol-2-yl)acrylamide ClC=1C(=NC(=NC1)N[C@H]1CN(CCC1)C(=O)C=1N=C(SC1)NC(C=C)=O)OC